(R)-2-methyl-N-[(5R)-spiro[5,7-dihydrocyclopenta[b]pyridine-6,4'-piperidin]-5-yl]propan-2-sulfinamide CC(C)(C)[S@@](=O)N[C@H]1C=2C(=NC=CC2)CC12CCNCC2